dibromocresyl glycidyl ether CC1=C(C(=C(C=C1)OCC2CO2)Br)Br